(2,3-difluoro-4-methoxyphenyl)imidazo[1,2-a]pyrazin-8-amine FC1=C(C=CC(=C1F)OC)C=1N=C2N(C=CN=C2N)C1